N1C(C=NC(C2=C1SC=C2)=O)=O thieno[2,3-e][1,4]diazepine-2,5-dione